4-((5-([1,2,4]triazolo[1,5-a]pyridin-7-yl)-7H-pyrrolo[2,3-d]pyrimidin-2-yl)amino)-N,N-dimethylcyclohexane-1-carboxamide N=1C=NN2C1C=C(C=C2)C2=CNC=1N=C(N=CC12)NC1CCC(CC1)C(=O)N(C)C